camphylacetic acid C12(C(CC(CC1)C2(C)C)CC(=O)O)C